3-((difluoromethyl)thio)-6-methyl-2-phenyl-1-tosyl-1H-indole FC(SC1=C(N(C2=CC(=CC=C12)C)S(=O)(=O)C1=CC=C(C)C=C1)C1=CC=CC=C1)F